N2-(3-(4'-(4-(3-(3,5-diamino-6-chloropyrazine-2-carbonyl)guanidino)butyl)-[1,1'-biphenyl]-4-yl)propanoyl)-N6-(2-hydroxyethyl)-N2-methyl-L-lysine NC=1C(=NC(=C(N1)N)Cl)C(=O)NC(NCCCCC1=CC=C(C=C1)C1=CC=C(C=C1)CCC(=O)N([C@@H](CCCCNCCO)C(=O)O)C)=N